COC(=O)C1=NC2=C(N1C)C=CC=C2 1-methyl-1H-benzo[d]imidazole-2-carboxylic acid methyl ester